N-(5-chloro-4-(5,5-dimethyl-5,6-dihydro-4H-pyrrolo[1,2-b]pyrazol-3-yl)pyridin-2-yl)-1-((2-(2,6-dioxopiperidin-3-yl)-6-fluoro-1-oxoisoindolin-5-yl)methyl)piperidine-4-carboxamide ClC=1C(=CC(=NC1)NC(=O)C1CCN(CC1)CC=1C=C2CN(C(C2=CC1F)=O)C1C(NC(CC1)=O)=O)C1=C2N(N=C1)CC(C2)(C)C